4-(3-Methoxyazetidin-1-yl)-1-(o-tolyl)-7-(trifluoromethyl)quinazolin-2(1H)-one COC1CN(C1)C1=NC(N(C2=CC(=CC=C12)C(F)(F)F)C1=C(C=CC=C1)C)=O